1-(9-chloro-6-fluoro-[1,2,4]triazolo[4,3-a]quinazolin-5-yl)-6-(4,4-difluoro-3,3-dimethyl-but-1-ynyl)-3,5-dihydro-2H-4,1-benzoxazepine ClC=1C=CC(=C2C(=NC=3N(C12)C=NN3)N3CCOCC1=C3C=CC=C1C#CC(C(F)F)(C)C)F